N-[(2,6-dimethoxyphenyl)methyl]-1-[5-(pyridin-4-yl)-1H-pyrazole-3-carbonyl]piperidine-4-carboxamide COC1=C(C(=CC=C1)OC)CNC(=O)C1CCN(CC1)C(=O)C1=NNC(=C1)C1=CC=NC=C1